cyclodecanedimethanol C1(CCCCCCCCC1)(CO)CO